N(C)CC(=O)OC(CCCCCCCCCCCCC)=O.[NH4+] ammonium myristoyl sarcosinate